C(#N)C1=C(C(=C(C(=C1C1=NC=CC=C1)N1C2=CC=C(C=C2C=2C=C(C=CC12)C#N)C#N)N1C2=CC=CC=C2C=2C=C(C=CC12)C)N1C2=CC=CC=C2C=2C=C(C=CC12)C)N1C2=CC=C(C=C2C=2C=C(C=CC12)C#N)C#N 9,9'-(2-cyano-5,6-bis(3-methyl-9H-carbazol-9-yl)-3-(pyridin-2-yl)-1,4-phenylene)bis(9H-carbazole-3,6-dicarbonitrile)